(3s,5x)-5-methyl-1-(pyridin-3-yl)piperidin-3-amine CC1C[C@@H](CN(C1)C=1C=NC=CC1)N